C(C(=C)C)(=O)O.C(C(=C)C)(=O)O.C(C)(C)(C1=CC=C(C=C1)O)C1=CC=C(C=C1)O 4,4'-isopropylidenediphenol dimethacrylate